N-(2-methoxyethyl)-1-[(4-methoxyphenyl)methyl]-N-methyl-1H-pyrazol-3-amine COCCN(C1=NN(C=C1)CC1=CC=C(C=C1)OC)C